Methyl (S)-(-)-1-tritylaziridine-2-carboxylate COC(=O)[C@@H]1CN1C(C2=CC=CC=C2)(C3=CC=CC=C3)C4=CC=CC=C4